tert-butyl 3-((bis(methyl-d3)amino)methyl)-3-methoxypyrrolidine-1-carboxylate C([2H])([2H])([2H])N(C([2H])([2H])[2H])CC1(CN(CC1)C(=O)OC(C)(C)C)OC